1-(Pyridin-3-yl)-5-(trifluoromethyl)-1H-pyrazol-4-amine hydrochloride Cl.N1=CC(=CC=C1)N1N=CC(=C1C(F)(F)F)N